(S)-2-amino-N-(4-hydroxy-bicyclo[2.2.2]oct-1-yl)-5-(1-(1-(tetrahydro-2H-pyran-4-yl)pyrrolidin-3-yl)-1H-indazol-5-yl)nicotinamide NC1=C(C(=O)NC23CCC(CC2)(CC3)O)C=C(C=N1)C=1C=C3C=NN(C3=CC1)[C@@H]1CN(CC1)C1CCOCC1